6,9-dodecadien CCCCCC=CCC=CCC